3-(4-amino-1-oxoisoindolin-2-yl)piperidin-2,6-dione NC1=C2CN(C(C2=CC=C1)=O)C1C(NC(CC1)=O)=O